FCCN1C(=NC(=C1)C(F)(F)F)C1=CC=C(C=C1)CO (4-(1-(2-fluoroethyl)-4-(trifluoromethyl)-1H-imidazol-2-yl)phenyl)methanol